BrC=1C(=C(OC2CCC(CC2)C[C@H](CO)C)C=CC1)C (R)-3-((1r,4R)-4-(3-bromo-2-methylphenoxy)cyclohexyl)-2-methylpropan-1-ol